(cyclopropylsulfonyl)-1-(2-methoxyethyl)-1H-benzo[d]imidazole C1(CC1)S(=O)(=O)C1=NC2=C(N1CCOC)C=CC=C2